2-(5-nitro-3-(trifluoromethyl)pyridin-2-yl)thiazole [N+](=O)([O-])C=1C=C(C(=NC1)C=1SC=CN1)C(F)(F)F